methyl-6-((4-fluoro-1-methyl-1H-pyrazol-5-yl)methoxy)-2-methylindole CC1=C(NC2=CC(=CC=C12)OCC1=C(C=NN1C)F)C